C1(CC1)C1=C(C(=NN1)C(=O)N1CCN(CC1)CC(=O)C1=CC=C(C=C1)F)F 2-[4-(5-Cyclopropyl-4-fluoro-1H-pyrazole-3-carbonyl)-piperazin-1-yl]-1-(4-fluoro-phenyl)-ethanone